1-(benzyloxycarbonyl-sulfamoyl)-3-(cyclopropylmethoxy)pyrrole-2-carboxylic acid benzyl ester sodium salt [Na].C(C1=CC=CC=C1)OC(=O)C=1N(C=CC1OCC1CC1)S(NC(=O)OCC1=CC=CC=C1)(=O)=O